ClCCCCCCCOC1=CC=C(C(=O)N[C@@H](CCCCN)C(=O)O)C=C1 4-(7-chloroheptyl)oxybenzoyl-L-lysine